1-eicosyl-2-(11Z,14Z-eicosadienoyl)-glycero-3-phospho-(1'-sn-glycerol) CCCCCCCCCCCCCCCCCCCCOC[C@H](COP(=O)(O)OC[C@H](CO)O)OC(=O)CCCCCCCCC/C=C\C/C=C\CCCCC